C1=CC=CC=2C3=CC=CC=C3N(C12)C1=CC=C(C=C1)P(O)(O)=O (4-(9H-carbazol-9-yl)phenyl)phosphonic acid